tert-Butyl 10-((3-cyano-4-fluorophenyl)carbamoyl)-3,4-dihydrobenzo[b][1,6]naphthyridine-2(1H)-carboxylate C(#N)C=1C=C(C=CC1F)NC(=O)C1=C2C(=NC=3CCN(CC13)C(=O)OC(C)(C)C)C=CC=C2